tert-butyl (2S,4R)-2-(8-bromo-6-cyano-3-(3-fluoro-4-methoxyphenyl)-4-oxo-3,4-dihydroquinazolin-2-yl)-4-((tert-butyldimethylsilyl)oxy)pyrrolidine-1-carboxylate BrC=1C=C(C=C2C(N(C(=NC12)[C@H]1N(C[C@@H](C1)O[Si](C)(C)C(C)(C)C)C(=O)OC(C)(C)C)C1=CC(=C(C=C1)OC)F)=O)C#N